3-[[4-[(E)-3-(4-Nitrophenyl)prop-2-enoyl]phenyl]sulfonylamino]propanoic acid [N+](=O)([O-])C1=CC=C(C=C1)/C=C/C(=O)C1=CC=C(C=C1)S(=O)(=O)NCCC(=O)O